BrCC1=CC=C(C=C1)N1N=CC(=C1)C(=O)OCC Ethyl 1-(4-(bromo-methyl)phenyl)-1H-pyrazole-4-carboxylate